N-(4-(2-(6a,7,9,10-tetrahydropyrazino[1,2-a]thieno[4,3,2-de]quinolin-8(6H)-yl)ethyl)trans-cyclohexyl)piperidine-1-carboxamide C1=CC=C2C=3C(CC4N(C13)CCN(C4)CC[C@@H]4CC[C@H](CC4)NC(=O)N4CCCCC4)=CS2